5-(4-cyclopentylphenyl)-N,N-dimethyl-7-oxo-4,7-dihydropyrazolo[1,5-a]pyrimidine-3-carboxamide C1(CCCC1)C1=CC=C(C=C1)C=1NC=2N(C(C1)=O)N=CC2C(=O)N(C)C